ClC=1C(C=2C=CC=NC2C(C1Cl)=O)=O 6,7-dichloroquinoline-5,8-dione